(3S,4S,5S,6S)-6-((S)-2-acetoxy-1-fluoroethyl)tetrahydro-2H-pyran-2,3,4,5-tetrayl Tetraacetate C(C)(=O)OC1O[C@@H]([C@H]([C@@H]([C@@H]1OC(C)=O)OC(C)=O)OC(C)=O)[C@H](COC(C)=O)F